FC(C(C)(C)O)(F)C=1C(=C(C=CC1)[C@@H](C)NC1=NC(=NC2=C3C(=C(C=C12)N1C(COCC1)=O)CCC3)C)F (R)-4-(4-((1-(3-(1,1-difluoro-2-hydroxy-2-methylpropyl)-2-fluorophenyl)ethyl)amino)-2-methyl-8,9-dihydro-7H-cyclopenta[h]quinazolin-6-yl)morpholin-3-one